1-[3-(benzyloxy)propyl]-5-bromo-3-methyl-1H-pyrazole C(C1=CC=CC=C1)OCCCN1N=C(C=C1Br)C